Cl.FCCCN1CC(C1)=CC1=CC(=C(C=C1)C1=CCCCC2=C1C=CC(=C2)C(=O)O)C 9-(4-((1-(3-fluoropropyl)azetidin-3-ylidene)methyl)-2-methylphenyl)-6,7-dihydro-5H-benzo[7]annulene-3-carboxylic acid hydrochloride